dimethyl-(4-(trifluoromethyl)phenyl)sulfur triflate [O-]S(=O)(=O)C(F)(F)F.C[S+](C1=CC=C(C=C1)C(F)(F)F)C